C=C1CC(C1)C(=O)O 3-methylidenecyclobutane-1-carboxylic acid